4-(bis(4-chlorophenyl)amino)phenol ClC1=CC=C(C=C1)N(C1=CC=C(C=C1)O)C1=CC=C(C=C1)Cl